(R)-3-(3,4-difluorophenyl)-1-methyl-1-(6-oxo-1,2,4,5,6,7,9,10-octahydro-dipyrano[3,4-b:4',3'-d]pyridin-1-yl)urea FC=1C=C(C=CC1F)NC(N([C@H]1COCC=2NC(C3=C(C21)CCOC3)=O)C)=O